4-(4-((1R,5S)-3,8-Diazabicyclo[3.2.1]octan-3-yl)-6-chloro-8-fluoro-2-(((S)-1-methylpyrrolidin-2-yl)methoxy)quinazolin-7-yl)-5-ethynyl-6-fluoronaphthalen-2-ol [C@H]12CN(C[C@H](CC1)N2)C2=NC(=NC1=C(C(=C(C=C21)Cl)C2=CC(=CC1=CC=C(C(=C21)C#C)F)O)F)OC[C@H]2N(CCC2)C